CN(C1(CCC2(CNC(N2CCC)=O)CC1)C1=CC=CC=C1)C 8-Dimethylamino-2-oxo-8-phenyl-1-propyl-1,3-diazaspiro[4.5]decan